ethyl hexyl sulfosuccinate potassium salt [K+].S(=O)(=O)([O-])C(C(=O)OCC)CC(=O)OCCCCCC